4-[[(2R,3S,4R,5S)-3-(5-Chloro-3,4-difluoro-2-methoxyphenyl)-4,5-dimethyl-5-(trifluoromethyl)tetrahydrofuran-2-carbonyl]amino]pyridin-2-carboxamid ClC=1C(=C(C(=C(C1)[C@H]1[C@@H](O[C@@]([C@@H]1C)(C(F)(F)F)C)C(=O)NC1=CC(=NC=C1)C(=O)N)OC)F)F